[Na+].[Na+].OC(CS(=O)(=O)[O-])C.OC(CS(=O)(=O)[O-])C 2-hydroxy-propane-1-sulfonic acid disodium salt